ethyl N-[2-cyano-2-[[3,5-dichloro-4-[[3-methyl-2-oxo-1-(2-trimethylsilylethoxymethyl)-6-quinolyl]oxy]phenyl]hydrazono]acetyl]carbamate C(#N)C(C(=O)NC(OCC)=O)=NNC1=CC(=C(C(=C1)Cl)OC=1C=C2C=C(C(N(C2=CC1)COCC[Si](C)(C)C)=O)C)Cl